Isopropyl 2,6-difluoro-4-isopropoxybenzoate FC1=C(C(=O)OC(C)C)C(=CC(=C1)OC(C)C)F